C(#N)C(C)(O)C1=C(C=CC=C1)O 2-(1-cyano-1-hydroxyethyl)phenol